CN1N=CC(=C1)C1=NC2=CC(=CC=C2N=C1)[N+](=O)[O-] 2-(1-methylpyrazol-4-yl)-7-nitroquinoxaline